Methyl 5-(isothiazol-3-yl)-2H-1,2,6-thiadiazine-3-carboxylate 1,1-dioxide S1N=C(C=C1)C=1C=C(NS(N1)(=O)=O)C(=O)OC